N'-(2-chlorophenyl)-4-(cyclopentylamino)-6-(1-methylpyrazol-4-yl)pyrrolo[1,2-b]pyridazine-3-carboxamidine ClC1=C(C=CC=C1)N=C(N)C1=C(C=2N(N=C1)C=C(C2)C=2C=NN(C2)C)NC2CCCC2